COC(C1=CC(=CC=C1)N(C(C(NCC1=CC=CC=C1)=O)C1=CC(=CC=C1)N)C(C#C)=O)=O 3-[4-(3-aminophenyl)-3,6-dioxo-1-phenyl-2,5-diazaoct-7-yn-5-yl]benzoic acid methyl ester